6-chloro-3-isopropyl-N-(4-methoxybenzyl)-1-methyl-1H-pyrazolo[3,4-b]pyridin-4-amine ClC=1C=C(C2=C(N1)N(N=C2C(C)C)C)NCC2=CC=C(C=C2)OC